anti-cyanogen N#CC#N